6-phenyl-carbazole C1(=CC=CC=C1)C=1C=C2C=3C=CC=CC3NC2=CC1